1-[4-[5-methoxy-3-(trifluoromethyl)pyrazol-1-yl]phenyl]methanamine COC1=CC(=NN1C1=CC=C(C=C1)CN)C(F)(F)F